C(#N)C1=CC(=C(C2=C1SC(=C2)B(O)O)F)C(C)C (7-cyano-4-fluoro-5-isopropylbenzo[b]thiophen-2-yl)boronic acid